(1aR,5aR)-2-Pyrazin-2-yl-1a,2,5,5a-tetrahydro-1H-2,3-diaza-cyclopropa[a]pentalene-4-carboxylic acid (cyano-dimethyl-methyl)-amide C(#N)C(C)(C)NC(=O)C=1C=2C[C@@H]3[C@H](C2N(N1)C1=NC=CN=C1)C3